Ethyl 4,6-dichloro-5-methylnicotinate ClC1=C(C(=NC=C1C(=O)OCC)Cl)C